C(#N)C1CN(C1)C1=NN=C(C2=CC=C(C=C12)[N+](=O)[O-])N1C[C@@H](CC1)NC(OC(C)(C)C)=O (R)-tert-butyl (1-(4-(3-cyanoazetidin-1-yl)-6-nitrophthalazin-1-yl)pyrrolidin-3-yl)carbamate